C(C)(=O)O.FC=1C(=C(C=CC1F)C(=O)N1CC(C1)(O)CNC=1C=C(C=CC1)NC(C)=O)NC1=C(C=C(C=C1)I)F N-[3-({[1-({3,4-difluoro-2-[(2-fluoro-4-iodophenyl)amino]phenyl}carbonyl)-3-hydroxyazetidin-3-yl]methyl}amino)phenyl]acetamide acetate salt